anti-thiolane S1CCCC1